(E)-3-(3-chloro-4-methylphenyl)-N-(2-(2,6-dioxopiperidin-3-yl)-1,3-dioxoisoindolin-5-yl)-2-(((tetrahydro-2H-pyran-2-yl)oxy)imino)propanamide ClC=1C=C(C=CC1C)C\C(\C(=O)NC=1C=C2C(N(C(C2=CC1)=O)C1C(NC(CC1)=O)=O)=O)=N/OC1OCCCC1